(E)-(1-chloro-7-methyl-3,6-octadienen-3-yl)methyl p-tolyl sulfone C1(=CC=C(C=C1)S(=O)(=O)CC(/C=C/Cl)=CCC=C(C)C)C